((R)-2-((4-acetamidophenylethyl)amino)-4-phenylbutyryl)-L-alanine benzyl ester C(C1=CC=CC=C1)OC([C@@H](NC([C@@H](CCC1=CC=CC=C1)NCCC1=CC=C(C=C1)NC(C)=O)=O)C)=O